N-((5-(4-amino-7-isopropylimidazo[5,1-f][1,2,4]triazin-5-yl)bicyclo[4.2.0]oct-1,3,5-trien-2-yl)methyl)-5-fluoro-2-methoxybenzamide NC1=NC=NN2C1=C(N=C2C(C)C)C=2C=CC(=C1CCC21)CNC(C2=C(C=CC(=C2)F)OC)=O